tert-butyl (R)-3-(difluoromethoxy)pyrrolidine-1-carboxylate FC(O[C@H]1CN(CC1)C(=O)OC(C)(C)C)F